4-(3-chloro-4-fluoroanilino)-6'-ethoxy-2'-[(2R)-2-methyl-3-{[(5R)-5-methyl-5,6,7,8-tetrahydroquinolin-4-yl]oxy}propyl]-2',3'-dihydrospiro[cyclohexane-1,1'-indene]-4-carboxylic acid ClC=1C=C(NC2(CCC3(C(CC4=CC=C(C=C34)OCC)C[C@H](COC3=CC=NC=4CCC[C@H](C34)C)C)CC2)C(=O)O)C=CC1F